methyl 5-amino-2-(4-(imidazo[1,2-a]pyridine-2-ylmethoxy)-1-oxoisoindolin-2-yl)-5-oxopentanoate NC(CCC(C(=O)OC)N1C(C2=CC=CC(=C2C1)OCC=1N=C2N(C=CC=C2)C1)=O)=O